C(=O)(O)C1CC2C(CC1)C(=O)OC2=O 4-carboxy-1,2-cyclohexanedicarboxylic anhydride